(-)-2-{(3S*,4R*)-3-[3-(4-fluorophenyl)ureido]-4-(4-methoxyphenyl)-2-oxopyrrolidin-1-yl}propionic acid ethyl ester C(C)OC(C(C)N1C([C@H]([C@@H](C1)C1=CC=C(C=C1)OC)NC(=O)NC1=CC=C(C=C1)F)=O)=O |o1:8,9|